NC1=CC(=NC=C1)C(=O)N 4-aminopyridine-2-Formamide